N-(2-hydroxy-2-methylpropyl)-N-methyl-4-(4,4,5,5-tetramethyl-1,3,2-dioxaborolan-2-yl)benzamide OC(CN(C(C1=CC=C(C=C1)B1OC(C(O1)(C)C)(C)C)=O)C)(C)C